N[C@H]1CN(CCC1)C1=C2C(=NC=C1Br)NC=C2NC(=O)C2CC2 N-[4-[(3R)-3-amino-1-piperidinyl]-5-bromo-1H-pyrrolo[2,3-b]pyridin-3-yl]cyclopropanecarboxamide